OC(CCCC1=CCC(CC1)C=O)(C)C 4-(4-hydroxy-4-methylpentyl)-3-cyclohexene-1-carboaldehyde